FC(C(C(C(C(C(C(C(F)(F)F)(F)F)(F)F)(F)F)(F)F)(F)F)(F)F)(CCCCCCCCCCC)F heptadecafluorononadecane